C(#N)C1=CC(=NC=C1C(F)(F)F)C(=O)NC1=CC(=C(C=C1)C)NC1=NC=CC=C1C1=C2N=CN(C2=NC=N1)C1OCCCC1 4-cyano-N-(4-methyl-3-((3-(9-(tetrahydro-2H-pyran-2-yl)-9H-purin-6-yl)pyridin-2-yl)amino)-phenyl)-5-(trifluoromethyl)picolinamide